C1(CCC(CCCCCCCCCCCCCC)O1)=O γ-stearolactone